2-Cyclopropyl-N-(1-ethyl-2-oxo-1,2-dihydropyridin-3-yl)-7-isopropoxyimidazo[1,2-a]pyridine-6-carboxamide C1(CC1)C=1N=C2N(C=C(C(=C2)OC(C)C)C(=O)NC=2C(N(C=CC2)CC)=O)C1